ClC=1C=C(C(=O)/C(=C\N(C)C)/OC2=C(C#N)C=CC=C2)C=CC1 ((E)-1-(3-Chlorobenzoyl)-2-(dimethylamino)vinyloxy)benzonitrile